[C@H]1([C@H](O)[C@@H](O)[C@@H](O)[C@H](O1)CO)OC[C@@H]([C@@H]([C@@H](CCCCCCCCCCCCCC)O)O)NC(CCCCCCCCCCCCCCCCCCCCCCCCC)=O (2S,3S,4R)-l-O-(α-D-galactopyranosyl)-2-(N-hexacosanoylamino)-1,3,4-octadecanetriol